sodium mercapto-s-triazine SC1=NC=NC=N1.[Na]